CC(C(=O)OC(C)(C)C)=C tert-butyl (methyl)acrylate